C(#N)C1(CC1)NS(=O)(=O)C1=CC=C2C3=C(N(C2=C1)C=1SC(=NN1)C(F)F)N=CN=C3N3CCN(CC3)C(=O)C3(CCC3)F N-(1-Cyanocyclopropyl)-9-(5-(difluoromethyl)-1,3,4-thiadiazol-2-yl)-4-(4-(1-fluorocyclobutane-1-carbonyl)piperazin-1-yl)-9H-pyrimido[4,5-b]indole-7-sulfonamide